FC1=CC(=CC=2N(C(=NC21)C)C2CCN(CC2)C)C2=CNC1=NC=C(C=C12)C=1C(=NC=CC1)C 4-fluoro-2-methyl-1-(1-methylpiperidin-4-yl)-6-(5-(2-methylpyridin-3-yl)-1H-pyrrolo[2,3-b]pyridin-3-yl)-1H-benzo[d]imidazole